C1(CCCC1)NC1=NC=NN2C1=NC=C2C2O[C@@H]([C@H]([C@H]2O)O)CO (3R,4S,5R)-2-[4-(cyclopentylamino)imidazo[2,1-f][1,2,4]triazin-7-yl]-5-(hydroxymethyl)oxolane-3,4-diol